The molecule is a 3-oxo fatty acid anion. It derives from a dodecanoate. It is a conjugate base of a 3-oxolauric acid. CCCCCCCCCC(=O)CC(=O)[O-]